6-isopropyl-2-methyl-pyridine-3,4-dicarboxylic acid C(C)(C)C1=CC(=C(C(=N1)C)C(=O)O)C(=O)O